7-Benzyl-N-(4-methoxyphenyl)-N,2,5-trimethyl-5H-pyrrolo[3,2-d]pyrimidin-4-amine C(C1=CC=CC=C1)C1=CN(C2=C1N=C(N=C2N(C)C2=CC=C(C=C2)OC)C)C